N-(6-bromo-2-methoxypyridin-3-yl)-5-methyl-3-phenylisoxazole-4-carboxamide BrC1=CC=C(C(=N1)OC)NC(=O)C=1C(=NOC1C)C1=CC=CC=C1